4-((4-(2-(2-aminopyridin-3-yl)-5-phenyl-3H-imidazo[4,5-b]pyridin-3-yl)benzyl)amino)-6-hydroxy-1,3,5-triazine-2-carbonitrile NC1=NC=CC=C1C1=NC=2C(=NC(=CC2)C2=CC=CC=C2)N1C1=CC=C(CNC2=NC(=NC(=N2)O)C#N)C=C1